5-(5-aminopentoxy)-2-(2,6-dioxo-3-piperidyl)isoindoline-1,3-dione NCCCCCOC=1C=C2C(N(C(C2=CC1)=O)C1C(NC(CC1)=O)=O)=O